tertiary butyl-phosphorus C(C)(C)(C)[P]